6-fluoro-10-(hydroxymethyl)-2-methyl-7-(6-(3-(piperidin-1-yl)propoxy)pyridin-3-yl)-9,10-dihydro-8-oxo-2,4,10a-triazanaphtho[2,1,8-cde]azulen-1(2H)-one FC=1C=C2N=CC=3N(C(N4C(CC(C(=C2C34)C1C=1C=NC(=CC1)OCCCN1CCCCC1)=O)CO)=O)C